([1,1'-biphenyl]-4-yl-d9)(3-(([1,1'-biphenyl]-4-yl-d9)oxy)-5-iodobenzene-4,6-d2) C1(=C(C(=C(C(=C1[2H])[2H])C1=CC(=C(C(=C1[2H])I)[2H])OC1=C(C(=C(C(=C1[2H])[2H])C1=C(C(=C(C(=C1[2H])[2H])[2H])[2H])[2H])[2H])[2H])[2H])[2H])C1=C(C(=C(C(=C1[2H])[2H])[2H])[2H])[2H]